tert-butyl 5-((4-methoxybenzyl)thio)-1H-benzo[d]imidazole-1-carboxylate COC1=CC=C(CSC2=CC3=C(N(C=N3)C(=O)OC(C)(C)C)C=C2)C=C1